SC(CC[O-])C 3-mercaptobutanolate